4-(3-(4-bromophenyl)ureido)-1-(tert-butoxycarbonyl)piperidine-4-carboxylic acid BrC1=CC=C(C=C1)NC(NC1(CCN(CC1)C(=O)OC(C)(C)C)C(=O)O)=O